S(=S)(=O)([O-])C1=CC=C([N+](=O)[O-])C=C1 thionosylate